FC=1C(=NC(=NC1C1=COC=C1)C1=CN(C2=NC=C(C=C21)F)S(=O)(=O)C2=CC=C(C)C=C2)NC2C(C1CCC2CC1)C(=O)OC (+/-)-trans-methyl 3-((5-fluoro-2-(5-fluoro-1-tosyl-1H-pyrrolo[2,3-b]pyridin-3-yl)-6-(furan-3-yl)pyrimidin-4-yl)amino)bicyclo[2.2.2]octane-2-carboxylate